(2S)-2-amino-5-(2-amino-1H-imidazol-1-yl)-N-[(3R)-1,4,4-trimethylpyrrolidin-3-yl]pentanamide N[C@H](C(=O)N[C@H]1CN(CC1(C)C)C)CCCN1C(=NC=C1)N